Ethyl 4-(5-bromo-2-(((tert-butoxycarbonyl)amino)methyl)phenoxy)butanoate BrC=1C=CC(=C(OCCCC(=O)OCC)C1)CNC(=O)OC(C)(C)C